ClC1=C(C=C(C=C1)F)C1=CC=C(N=N1)NC1C[C@@H]2[C@@H](CN(C2)CC=2C=NC3=CC=CC=C3C2)C1 (3aR,5s,6aS)-N-[6-(2-chloro-5-fluoro-phenyl)pyridazin-3-yl]-2-(3-quinolylmethyl)-3,3a,4,5,6,6a-hexahydro-1H-cyclopenta[c]pyrrol-5-amine